C(C)(C)(C)N=C=NC(C)(C)C N,N'-ditertiary butylcarbodiimide